6-Chloro-N4-hexyl-2-(propylthio)pyrimidine-4,5-diamine ClC1=C(C(=NC(=N1)SCCC)NCCCCCC)N